N,N-di(4-isopropylcyclohexyl)-5-(4-n-propylcyclohexylcarbonylamino)isophthalamide C(C)(C)C1CCC(CC1)N(C(C1=CC(C(=O)N)=CC(=C1)NC(=O)C1CCC(CC1)CCC)=O)C1CCC(CC1)C(C)C